ethyl (2S,3S)-2-amino-3-(((S)-tert-butylsulfinyl)amino)-4,4,4-trifluorobutanoate N[C@H](C(=O)OCC)[C@@H](C(F)(F)F)N[S@@](=O)C(C)(C)C